C(C)(=O)OC1C(CC(CC1N=[N+]=[N-])N=[N+]=[N-])OC(C)=O 4,6-diazidocyclohexane-1,2-diyl diacetate